FC=1C=CC(=C(C1)C(N1C(C2=CC(=CC=C2C1)C1=CC=C(C=C1)C1CCN(CC1)C)=O)C=1NC=C(N1)C)O 2-[(5-Fluoro-2-hydroxy-phenyl)-(4-methyl-1H-imidazol-2-yl)methyl]-6-[4-(1-methyl-4-piperidyl)phenyl]isoindolin-1-one